NC1=C2N=CN(C2=NC=N1)[C@@H]1C([C@@H]([C@H]([C@@H]1F)O)CO[P@](=O)(OC1=CC=CC=C1)N[C@@H](C)C(=O)OC(C)C)=C isopropyl ((S)-(((1R,3R,4R,5R)-3-(6-amino-9H-purin-9-yl)-4-fluoro-5-hydroxy-2-methylenecyclopentyl)methoxy)(phenoxy)phosphoryl)-L-alaninate